(2R,3R)-3-(3-(4-(3-trifluoromethylbenzyloxy)phenyl)isoxazol-5-yl)-2-(2,4-difluorophenyl)-1-(1H-1,2,4-triazol-1-yl)butan-2-ol FC(C=1C=C(COC2=CC=C(C=C2)C2=NOC(=C2)[C@@H]([C@@](CN2N=CN=C2)(O)C2=C(C=C(C=C2)F)F)C)C=CC1)(F)F